4,5-dichloro-N-[2-(2,4-dichlorophenyl)ethyl]-6-oxo-1(6H)-pyridazineacetamide ClC=1C=NN(C(C1Cl)=O)CC(=O)NCCC1=C(C=C(C=C1)Cl)Cl